tert-butyl (2R,4R)-4-(tert-butylsulfinylamino)-2-hydroxy-8-azaspiro[4.5]decane-8-carboxylate C(C)(C)(C)S(=O)N[C@@H]1C[C@@H](CC12CCN(CC2)C(=O)OC(C)(C)C)O